[Phenyl(dimethylfluorenyl)triazinyl](biphenylyl)dibenzoselenophene C1(=CC=CC=C1)C1=C(C(=NN=N1)C1=C(C2=C([Se]C3=C2C=CC=C3)C=C1)C1=C(C=CC=C1)C1=CC=CC=C1)C1=C(C(=CC=3C2=CC=CC=C2CC13)C)C